[3-(5-bromo-1H-indol-3-yl)-2,2-dimethyl-propoxy]-tert-butyl-diphenyl-silane BrC=1C=C2C(=CNC2=CC1)CC(CO[Si](C1=CC=CC=C1)(C1=CC=CC=C1)C(C)(C)C)(C)C